ClC=1C=C(C=CC1)N(C1=CC(=C(C=C1C)N=CN(C)CC)C)C N'-(4-((3-chlorophenyl)(methyl)amino)-2,5-dimethylphenyl)-N-ethyl-N-methylformimidamide